(3S,4S)-4-((6-(6-cyclopropylimidazo[1,2-a]pyridin-3-yl)pyridin-2-yl)amino)pyrrolidin-3-ol C1(CC1)C=1C=CC=2N(C1)C(=CN2)C2=CC=CC(=N2)N[C@@H]2[C@H](CNC2)O